N-Isopropyl-N-(2-(2-methyl-1'-(p-tolyl)-1'H-[1,2'-biimidazol]-5'-yl)ethyl)propan-2-amine C(C)(C)N(C(C)C)CCC1=CN=C(N1C1=CC=C(C=C1)C)N1C(=NC=C1)C